(1E)-prop-1-ene-1,2,3-tricarboxylic acid C(=C(/CC(=O)O)\C(=O)O)/C(=O)O